COC1=CC(=C(C=C1NC1=NC=NC(=C1)N1OCC[C@@H]1C1=CC2=CC=CC=C2C=C1)NC(C=C)=O)N1CCN(CC1)C N-(4-methoxy-2-(4-methylpiperazine-1-yl)-5-((6-((R)-3-(naphthalene-2-yl)isoxazolidine-2-yl)pyrimidine-4-yl)amino)phenyl)acrylamide